COC=1C=C(C=CC1)C(COC1=CC=CC=C1)O 1-(3-methoxyphenyl)-2-phenoxyethanol